CC1COCCC=CCNCCNCC(CN1)(C)C 3,6,6-trimethyl-1-oxa-4,8,11-triazacyclohexadeca-13-Ene